ClC1=C(C=CC2=CC=CC=C12)C(=O)N 1-chloro-2-naphthamide